4-[(1S,3S)-3-{5-[1-(3-chlorophenoxy)ethyl]-1,2,4-oxadiazol-3-yl}-2,2-dimethylcyclopropyl]benzenesulfonamide ClC=1C=C(OC(C)C2=NC(=NO2)[C@@H]2C([C@H]2C2=CC=C(C=C2)S(=O)(=O)N)(C)C)C=CC1